tert-butyl (2R,4S)-4-{3-bromo-5-[(tert-butoxycarbonyl) (methyl) amino]-4-cyanopyrazol-1-yl}-2-methylpyrrolidine-1-carboxylate BrC1=NN(C(=C1C#N)N(C)C(=O)OC(C)(C)C)[C@H]1C[C@H](N(C1)C(=O)OC(C)(C)C)C